ClC1=CC=C2C(=N1)C(=CN2)CO (5-chloro-1H-pyrrolo[3,2-b]pyridin-3-yl)methanol